fluorosulfonyl-oxainine FS(=O)(=O)C1OC=CC=C1